2'-(2,6-difluoro-3,5-dimethoxyphenyl)-6'-(3-methyl-1-(pyridin-3-ylmethyl)-1H-pyrazol-4-yl)-1'H-spiro[cyclopropane-1,4'-[2,7]naphthyridine]-3'(2'H)-one FC1=C(C(=C(C=C1OC)OC)F)N1CC2=CN=C(C=C2C2(C1=O)CC2)C=2C(=NN(C2)CC=2C=NC=CC2)C